C(#N)C=1C=CC(=C(C1)N(S(=O)(=O)C)C)N N-(5-cyano-2-aminophenyl)-N-methylmethanesulfonamide